C1(CC1)C1=NN(C=C1C1=NN(C2=CN=CC(=C21)F)C)[C@@H]2C[C@H](C2)CNC=2C=C1CN(C(C1=CC2)=O)C2C(NC(CC2)=O)=O 3-(5-(((trans-3-(3-cyclopropyl-4-(4-fluoro-1-methyl-1H-pyrazolo[3,4-c]pyridin-3-yl)-1H-pyrazol-1-yl)cyclobutyl)methyl)amino)-1-oxoisoindolin-2-yl)piperidine-2,6-dione